C(=C)[Si](OOC(C)(C)C)(OOC(C)(C)C)OOC(C)(C)C vinyl-tris(tert-butylperoxy)silane